N(N)=C1SC2=C(N1C)C=CC(=C2)S(=O)(=O)O 2-hydrazono-2,3-dihydro-3-methyl-6-benzothiazolesulfonic acid